5-((2,6-diethyl-3,4-dihydroquinolin-1(2H)-yl)sulfonyl)-2-((4-(methylthio)cyclohexyl)oxy)benzyl Alcohol C(C)C1N(C2=CC=C(C=C2CC1)CC)S(=O)(=O)C=1C=CC(=C(CO)C1)OC1CCC(CC1)SC